(S)-N-(5-(2-(2-aminopyridin-3-yl)-5-(1H-pyrazol-1-yl)-3H-imidazo[4,5-b]pyridin-3-yl)-2,3-dihydro-1H-inden-1-yl)-3-formyl-4-((1-methyl-1H-imidazol-2-yl)amino)benzamide NC1=NC=CC=C1C1=NC=2C(=NC(=CC2)N2N=CC=C2)N1C=1C=C2CC[C@@H](C2=CC1)NC(C1=CC(=C(C=C1)NC=1N(C=CN1)C)C=O)=O